C(CCCCCCCC)OC(CCCCCCCOCC(COCCOCCOCCOCCN=[N+]=[N-])OCCCCCCCC(=O)OCCCCCCCCC)=O.FC(C=1NC=CN1)(F)F 2-(trifluoromethyl)imidazole nonyl-8-[3-[2-[2-[2-(2-azidoethoxy)ethoxy]ethoxy]ethoxy]-2-(8-nonoxy-8-oxo-octoxy)propoxy]octanoate